[Si](C)(C)(C(C)(C)C)OCC1=CC(=C(C(=C1)C)NC(=O)C1=NC=CC(=N1)C1=C(C=CC(=C1)Cl)Cl)C N-(4-(((tert-butyldimethylsilyl)oxy)methyl)-2,6-dimethylphenyl)-4-(2,5-dichlorophenyl)pyrimidine-2-carboxamide